COC(CC(OC)OC)OC 1,3,3-tetramethoxypropane